FC1=CC=C(C=C1)C1(CCN(CC1)C1=NC(=CC(=N1)C)N1CCOCC1)O 4-(4-fluorophenyl)-1-(4-methyl-6-morpholinopyrimidin-2-yl)piperidin-4-ol